ClC1=CC=C(C(=O)C2=NOC(=C2S(=O)(=O)C(F)(F)F)C2=CC=C(C=C2)Cl)C=C1 3-(4-chlorobenzoyl)-4-trifluoromethanesulfonyl-5-(4-chlorophenyl)isoxazole